CO[C@@H]1CC[C@H](CC1)CN1C(CNC=2C1=NC(=CN2)C=2C=NC(=CC2C)C2=NNC=N2)=O 1-(((trans)-4-methoxycyclohexyl)methyl)-7-(4-methyl-6-(1H-1,2,4-triazol-3-yl)pyridin-3-yl)-3,4-dihydropyrazino[2,3-b]Pyrazin-2(1H)-one